di-tert-butyl ((4-(4-((3-(3,6-difluoropyridin-2-yl)-1-(trans-4-ethoxycyclohexyl)-1H-pyrazol-4-yl) carbamoyl) thiazol-2-yl)-1H-pyrazol-1-yl) methyl) phosphate P(=O)(OC(C)(C)C)(OC(C)(C)C)OCN1N=CC(=C1)C=1SC=C(N1)C(NC=1C(=NN(C1)[C@@H]1CC[C@H](CC1)OCC)C1=NC(=CC=C1F)F)=O